C[Si](CCOCN1N=CC2=C(C=CC(=C12)N1N=CC=C1)B1OC(C(O1)(C)C)(C)C)(C)C trimethyl-[2-[[7-pyrazol-1-yl-4-(4,4,5,5-tetramethyl-1,3,2-dioxaborolan-2-yl)indazol-1-yl]methoxy]ethyl]silane